2-chloro-4-methylphenyl-N,N-dimethylaminocarboxylic acid ClC1=C(C=CC(=C1)C)OC(=O)N(C)C